tert-butyl (S)-6-diazo-2-((S)-2-(2-(dimethylamino)acetamido)-3-(1-methyl-1H-imidazol-5-yl)propanamido)-5-oxohexanoate [N+](=[N-])=CC(CC[C@@H](C(=O)OC(C)(C)C)NC([C@H](CC1=CN=CN1C)NC(CN(C)C)=O)=O)=O